NC1=C2C(=NC=N1)N(N=C2C)C(C)C2=C(C(=C(C#N)C(=C2)Cl)C2CN(C2)CC#N)OCC 4-[1-(4-amino-3-methyl-1H-pyrazolo[3,4-d]pyrimidin-1-yl)ethyl]-6-chloro-2-[1-(cyanomethyl)azetidin-3-yl]-3-ethoxybenzonitrile